3-((tert-butyl-dimethylsilyl)oxy)-1-((2,4-dichloropyrimidin-5-yl)methyl)pyrrolidin-2-one [Si](C)(C)(C(C)(C)C)OC1C(N(CC1)CC=1C(=NC(=NC1)Cl)Cl)=O